C(C)OC(=O)N1CC2(CC(C2)N2C[C@H]3C([C@H]3C2)C(N(C)OC)=O)CC1 2-{(1r,5s,6r)-6-[methoxy(methyl)carbamoyl]-3-azabicyclo[3.1.0]hex-3-yl}-6-azaspiro[3.4]octane-6-carboxylic acid ethyl ester